tri-tert-butyl 2,2',2''-(10-(2-((2,5-dioxopyrrolidin-1-yl) oxy)-2-oxoethyl)-1,4,7,10-tetraazacyclododecan-1,4,7-triyl)triacetate O=C1N(C(CC1)=O)OC(CN1CCN(CCN(CCN(CC1)CC(=O)OC(C)(C)C)CC(=O)OC(C)(C)C)CC(=O)OC(C)(C)C)=O